C1(CCCCC1)C1=CC=C(C=C1)C=1NC=2N(C(C1)=O)N=C(C2C(=O)N2CC(C2)CF)C(=O)N(C)C 5-(4-cyclohexylphenyl)-3-(3-(fluoromethyl)azetidine-1-carbonyl)-N,N-dimethyl-7-oxo-4,7-dihydropyrazolo[1,5-a]pyrimidine-2-carboxamide